benzocyclooctyne Difluoride [F-].[F-].C1=CC=CC2=C1CCCCC#C2